(R)-2-(6-(3-fluoropyrrolidin-1-yl)pyridin-3-yl)-6,7-dihydrothiazolo[5,4-c]pyridin-4(5H)-one F[C@H]1CN(CC1)C1=CC=C(C=N1)C=1SC=2C(NCCC2N1)=O